6-(3-Isopropyl-5-(1-((1-methyl-1H-1,2,4-triazol-3-yl)methyl)azetidin-3-yl)-1H-indol-2-yl)-7,8-dimethyl-[1,2,4]triazolo[4,3-a]pyridin C(C)(C)C1=C(NC2=CC=C(C=C12)C1CN(C1)CC1=NN(C=N1)C)C=1C(=C(C=2N(C1)C=NN2)C)C